3-(trimethoxysilyl)-propylsuccinic anhydride CO[Si](CCCC1C(=O)OC(C1)=O)(OC)OC